N-(1-acetylpiperidin-4-yl)-4,5-dimethylthiophene-2-carboxamide C(C)(=O)N1CCC(CC1)NC(=O)C=1SC(=C(C1)C)C